FC(O[C@H]1C[C@H](C1)C1=CN=C(N1)C12CC(C1)(C2)NC(OC(C)(C)C)=O)(F)F tert-butyl (3-(5-((cis)-3-(trifluoromethoxy)cyclobutyl)-1H-imidazol-2-yl)bicyclo[1.1.1]pentan-1-yl)carbamate